ClC=1N=CC=C2C1SC(=C2)C2C(=C(NC(=C2C=2OC(=NN2)C)CC)CC(C)C)C(=O)N 4-(7-chlorothieno[2,3-c]pyridin-2-yl)-6-ethyl-2-isobutyl-5-(5-methyl-1,3,4-oxadiazol-2-yl)-1,4-dihydropyridine-3-carboxamide